3-[4-[3-(5-cyano-1H-indol-3-yl)propyl]piperazine-1-carbonyl]-4-isobutoxy-N-methylbenzenesulfonamide C(#N)C=1C=C2C(=CNC2=CC1)CCCN1CCN(CC1)C(=O)C=1C=C(C=CC1OCC(C)C)S(=O)(=O)NC